O[C@H]1CC(C)(C)[C@](C1)(C)C(\C=C\C(\C)=C\C=C\C(\C)=C\C=C\C=C(/C)\C=C\C=C(/C)\C=C\C([C@]1(C)C[C@H](CC1(C)C)O)=O)=O (3S,3'S,5R,5'R)-3,3'-dihydroxy-κ,κ-carotene-6,6'-dione